2'-fluoro-5'-(((1R,2R,3S,4S)-3-((3-fluoro-5-(pentafluoro-λ6-sulfaneyl)phenyl)carbamoyl)bicyclo[2.2.1]hept-5-en-2-yl)carbamoyl)-4'-methoxy-[1,1'-biphenyl]-4-carboxylic acid FC1=C(C=C(C(=C1)OC)C(N[C@@H]1[C@H]2C=C[C@@H]([C@@H]1C(NC1=CC(=CC(=C1)S(F)(F)(F)(F)F)F)=O)C2)=O)C2=CC=C(C=C2)C(=O)O